CC(C)(C)[S@@](=O)N[C@@H]1[C@@H](\C=C/CCCS[C@@H]2[C@@H]([C@H]([C@H]([C@@H]1O2)O)O)O)C (R)-2-methyl-N-((1R,8R,9R,10R,11R,12S,13R,Z)-11,12,13-trihydroxy-8-methyl-14-oxa-2-thiabicyclo[8.3.1]tetradec-6-en-9-yl)propane-2-sulfinamide